thiazol-4-ylcarboxylic acid S1C=NC(=C1)C(=O)O